N=1N(N=CC1)C1=C(C=CC=C1)C(=O)N1[C@@H]2[C@@H](C[C@H](C1)C2)OC=2N=NC(=CC2)C(F)(F)F (2-(2H-1,2,3-triazol-2-yl)phenyl)((1S,4R,6R)-6-((6-(trifluoromethyl)pyridazin-3-yl)oxy)-2-azabicyclo[2.2.1]heptan-2-yl)methanone